CC1(OB(OC1(C)C)C=1C=CC2=C(N=C(O2)[C@H]2N(CCC2)C(=O)OC(C)(C)C)C1)C tert-butyl (S)-2-(5-(4,4,5,5-tetramethyl-1,3,2-dioxaborolan-2-yl)benzo[d]oxazol-2-yl)pyrrolidine-1-carboxylate